ClC=1C=NC=C(C1[C@@H](C)OC=1C=C2C(=NN(C2=CC1)C1OCCCC1)C=1C=C(C(=NC1)N1CC(C1)(C)NCP(C)(C)=O)F)Cl (((1-(5-(5-((R)-1-(3,5-dichloropyridin-4-yl)ethoxy)-1-(tetrahydro-2H-pyran-2-yl)-1H-indazol-3-yl)-3-fluoropyridin-2-yl)-3-methylazetidin-3-yl)amino)methyl)dimethylphosphine oxide